N-(3-(4,4-difluoropiperidin-1-yl)-5-methylphenyl)-4-((2-hydroxyethyl)sulfonamido)-2-((1R,5S)-3-azaspiro[bicyclo[3.2.1]octane-8,1'-cyclopropan]-3-yl)benzamide FC1(CCN(CC1)C=1C=C(C=C(C1)C)NC(C1=C(C=C(C=C1)NS(=O)(=O)CCO)N1C[C@@H]2CC[C@H](C1)C21CC1)=O)F